4-[[2-[2-(Benzofuran-5-yl)acetyl]-1-[[[1-[(2,4-dimethoxyphenyl)methylamino]-5-isoquinolyl]amino]methyl]-2-azabicyclo[2.1.1]hexan-4-yl]methoxy]-1-methyl-pyridin-2-one O1C=CC2=C1C=CC(=C2)CC(=O)N2C1(CC(C2)(C1)COC1=CC(N(C=C1)C)=O)CNC1=C2C=CN=C(C2=CC=C1)NCC1=C(C=C(C=C1)OC)OC